methoxymethyl 4-(benzyloxy)-3-bromo-6-(methoxy methoxy)-2,5-dimethylbenzoate C(C1=CC=CC=C1)OC1=C(C(=C(C(=O)OCOC)C(=C1C)OCOC)C)Br